8'-Methyl-2'-[(6-methylpyridin-3-yl)methyl]-N-{[(2S)-oxolan-2-yl]methyl}-2',5'-dihydrospiro[cyclopropan-1,4'-furo[2,3-g]indazol]-7'-carboxamid CC1=C(OC=2CC3(C4=CN(N=C4C21)CC=2C=NC(=CC2)C)CC3)C(=O)NC[C@H]3OCCC3